(E)-2-methoxy-4-(prop-1-yl)phenol COC1=C(C=CC(=C1)CCC)O